N1C(C(C=C2C=CC=3C(=C12)C=CN3)=O)=O Pyrrolo-QuinolineQuinone